6-bromo-2-((5-(5-(difluoromethyl)-1,3,4-oxadiazol-2-yl)pyrimidin-2-yl)methyl)-4,4-dimethylisoquinoline-1,3(2H,4H)-dione BrC=1C=C2C(C(N(C(C2=CC1)=O)CC1=NC=C(C=N1)C=1OC(=NN1)C(F)F)=O)(C)C